N-(4-(2-chloro-5-fluorophenyl)-7-(methylcarbamoyl)-2-oxo-2,3,4,7-tetrahydro-1H-pyrrolo[2,3-d]pyrimidin-5-yl)-5-fluorobenzo[d]isothiazole-3-carboxamide ClC1=C(C=C(C=C1)F)C1C2=C(NC(N1)=O)N(C=C2NC(=O)C2=NSC1=C2C=C(C=C1)F)C(NC)=O